(3R)-3-{[2-(3-cyclopropyl-1,2,4-oxadiazol-5-yl)[1,2,4]triazolo[1,5-c]quinazolin-5-yl]amino}azepan-2-one C1(CC1)C1=NOC(=N1)C1=NN2C(=NC=3C=CC=CC3C2=N1)N[C@H]1C(NCCCC1)=O